COC=1N=CC=C2C1N(C=C2C=2C(=CC(=C(C2)N2C(C(CC2=O)C)=O)C)OC2=CC=CC=C2)C 1-(5-(7-methoxy-1-methyl-1H-pyrrolo[2,3-c]pyridin-3-yl)-2-methyl-4-phenoxyphenyl)-3-methylpyrrolidine-2,5-dione